tert-butyl 1-(1-(6-(((benzyloxy) carbonyl) amino) pyridazin-3-yl) pyrrolidin-3-yl)-1H-1,2,3-triazole-4-carboxylate C(C1=CC=CC=C1)OC(=O)NC1=CC=C(N=N1)N1CC(CC1)N1N=NC(=C1)C(=O)OC(C)(C)C